O1CCC(=CC1)C1=NN(C2=NC=NC(=C21)N2[C@H](CN(CC2)C(=O)OC(C)(C)C)C)C2=CC(=CC=C2)[N+](=O)[O-] tert-butyl (S)-4-(3-(3,6-dihydro-2H-pyran-4-yl)-1-(3-nitrophenyl)-1H-pyrazolo[3,4-d]pyrimidin-4-yl)-3-methylpiperazine-1-carboxylate